1-(4-iodophenyl)-3-methyltetrahydropyrimidin-2(1H)-one IC1=CC=C(C=C1)N1C(N(CCC1)C)=O